ClC1=NC=CC(=N1)C1OCCC1O (2-Chloropyrimidin-4-yl)tetrahydrofuran-3-ol